ClC=1C=C(CN2CC(C2)O)C=CC1N1C=NC(=C1)C1=NC(=NC=C1C(F)(F)F)NC1CCN(CC1)S(=O)(=O)C 1-(3-Chloro-4-(4-(2-((1-(methylsulfonyl)-piperidin-4-yl)amino)-5-(trifluoromethyl)-pyrimidin-4-yl)-1H-imidazol-1-yl)benzyl)-azetidin-3-ol